ethyl-1-bromobutane formate C(=O)O.C(C)C(CCC)Br